1-(cyclopropylmethyl)-3-(methylamino)-N-(1-methylcyclopropyl)-2,4-dioxo-1,2,3,4-tetrahydroquinazoline-6-sulfonamide C1(CC1)CN1C(N(C(C2=CC(=CC=C12)S(=O)(=O)NC1(CC1)C)=O)NC)=O